1-(4-((2-methoxy-1,6-naphthyridin-3-yl)methyl)phenyl)cyclobutan-1-ol COC1=NC2=CC=NC=C2C=C1CC1=CC=C(C=C1)C1(CCC1)O